C1(CC1)CNC(C=1C=C(C=CC1)NC(=O)C=1N(N=C(C1)C(F)(F)F)C1=CC(=CC=C1)C#N)C1=CC=C(C2=CC=CC=C12)N(C)C 2-(3-cyano-phenyl)-5-trifluoromethyl-2H-pyrazole-3-carboxylic acid {3-[(cyclopropylmethyl-amino)-(4-dimethylamino-naphthalen-1-yl)-methyl]-phenyl}-amide